COC1=NC(=CC=C1NC(=O)C=1C(=NOC1C)C1=CC=CC=C1)C1=CN(C(C=C1)=O)C N-[2-methoxy-6-(1-methyl-6-oxo-3-pyridinyl)-3-pyridinyl]-5-methyl-3-phenyl-isoxazole-4-carboxamide